4-(10-(((S)-1-((2S,4R)-4-hydroxy-2-((4-(4-methylthiazol-5-yl)benzyl)carbamoyl)pyrrolidin-1-yl)-3,3-dimethyl-1-oxobutan-2-yl)amino)-10-oxodecanoyl)piperazin O[C@@H]1C[C@H](N(C1)C([C@H](C(C)(C)C)NC(CCCCCCCCC(=O)N1CCNCC1)=O)=O)C(NCC1=CC=C(C=C1)C1=C(N=CS1)C)=O